[Sc].CC1(C=CC=C1)N1N(C(=CC1C)C)C1(C=CC=C1)C bis(methylcyclopentadienyl)-3,5-dimethylpyrazole scandium